BrC1=C(C(=C(C=C1)S(=O)(=O)N[C@H](C(F)(F)F)C)F)C(F)F (S)-4-bromo-3-(difluoromethyl)-2-fluoro-N-(1,1,1-trifluoropropan-2-yl)benzenesulfonamide